[C@H]12COC[C@H](CC1)N2C2=C(C(=CC=C2)N)N 3-((1R,5S)-3-oxa-8-azabicyclo[3.2.1]Oct-8-yl)benzene-1,2-diamine